Cl.C(CC(C)C)NC(=O)[C@@H]1C(C[C@@H]2OCC[C@@H](C(N21)=O)NC([C@H](C)NC)=O)(C)C (4S,7S,9aS)-N-isopentyl-8,8-dimethyl-4-((S)-2-(methylamino)propanamido)-5-oxooctahydropyrrolo[2,1-b][1,3]oxazepine-7-carboxamide hydrochloride